2-(methoxymethylene)malonic acid dimethyl ester COC(C(C(=O)OC)=COC)=O